C(C)(C)(C)OC(=O)N1[C@H]2C[C@]2(C[C@H]1C(=O)OCC)CC(=O)O 2-((1S,3S,5S)-2-(tert-butoxycarbonyl)-3-(ethoxycarbonyl)-2-azabicyclo[3.1.0]hexan-5-yl)acetic acid